C(C)N(CCC[SiH2]C(OC)OC)CC (3-diethylaminopropyl)dimethoxymethylsilane